7-((6-((4-chlorobenzyl)oxy)-5-methoxypyridin-3-yl)oxy)-3-methyl-4H-pyrido[1,2-a]pyrimidin-4-one ClC1=CC=C(COC2=C(C=C(C=N2)OC=2C=CC=3N(C(C(=CN3)C)=O)C2)OC)C=C1